(1R,4R)-4-(1-(((R)-1-(3-cyano-2-methylphenyl)ethyl)amino)-4-methylpyrido[3,4-d]pyridazin-7-yl)cyclohexane-1-Carboxylic acid C(#N)C=1C(=C(C=CC1)[C@@H](C)NC1=C2C(=C(N=N1)C)C=NC(=C2)C2CCC(CC2)C(=O)O)C